FC1=C2NC(C=3N(C2=CC(=C1C(=O)OC)F)C=CC3)=O methyl 6,8-difluoro-4-oxo-4,5-dihydropyrrolo[1,2-a]quinoxaline-7-carboxylate